N-(1,3-benzodioxol-4-yl)-6-chloro-1H-indole-3-sulphonamide O1COC2=C1C=CC=C2NS(=O)(=O)C2=CNC1=CC(=CC=C21)Cl